C1=CC=CC=2C3=CC=CC=C3C(C12)COC(=O)N1[C@@H](CC(C1)=O)C(=O)O (2S)-1-(9H-fluoren-9-yl-methoxycarbonyl)-4-oxopyrrolidin-2-carboxylic acid